2-((2-(2,6-dioxopiperidin-3-yl)-1-oxoisoindolin-4-yl)thio)acetonitrile O=C1NC(CCC1N1C(C2=CC=CC(=C2C1)SCC#N)=O)=O